ethyl rel-(1S,6S,7S)-2-oxabicyclo[4.1.0]heptane-7-carboxylate [C@@H]12OCCC[C@H]2[C@@H]1C(=O)OCC |o1:0,5,6|